N-[(1S)-1-[(5-bromo-6-chloro-2-pyridyl)carbamoyl]-2,2-dicyclopropyl-ethyl]-2-isopropyl-pyrazole-3-carboxamide BrC=1C=CC(=NC1Cl)NC(=O)[C@H](C(C1CC1)C1CC1)NC(=O)C=1N(N=CC1)C(C)C